COC=1C=C2C=CC(=CC2=CC1)C#CC1=CN=CC=2[C@H]3N(C[C@@H](OC21)C3)C(C(C)(C)C)=O 1-((2S,5S)-9-((6-methoxynaphthalen-2-yl)ethynyl)-2,3-dihydro-2,5-methanopyrido[3,4-f][1,4]oxazepin-4(5H)-yl)-2,2-dimethylpropan-1-one